BrCCOC=1C=CC(=NC1)C=1C=NC(=CC1)C(F)(F)F 5-(2-bromoethoxy)-2-[6-(trifluoromethyl)-3-pyridinyl]pyridine